FC1=CC2=C([C@@H](CC3=NC=CC=C3O2)CN)C=C1 |o1:5| (R*)-(7-fluoro-10,11-dihydrobenzo[6,7]oxepino[3,2-b]pyridin-10-yl)methanamine